N1(CC=NC=C1)C(=O)N pyrazine-1-carboxamide